ethyl-(R)-5-(4-fluorophenyl)-8-methoxy-3-(2-(methylthio)ethyl)-7-(trifluoromethyl)-2,3,4,5-tetrahydrobenzo[f][1,2,5]thiadiazepine 1,1-dioxide C(C)N1S(C2=C(N(C[C@H]1CCSC)C1=CC=C(C=C1)F)C=C(C(=C2)OC)C(F)(F)F)(=O)=O